methyl (S)-2-(2-(trifluoromethyl)piperazin-1-yl)acetate FC([C@H]1N(CCNC1)CC(=O)OC)(F)F